1-ethenylhexahydro-2H-azepin-2-one C(=C)N1C(CCCCC1)=O